2-(thiophen-3-yl)acetamide tert-butyl-exo-6-(hydroxymethyl)-3-azabicyclo[3.1.0]hexane-3-carboxylate C(C)(C)(C)OC(=O)N1CC2C(C2C1)CO.S1C=C(C=C1)CC(=O)N